[NH4+].[Cl-].[Zn] zinc chloride ammonium salt